7-(2-fluorophenyl)-8-(pyridin-4-yl)imidazo[1,2-c]pyrimidin-5-amine FC1=C(C=CC=C1)C1=C(C=2N(C(=N1)N)C=CN2)C2=CC=NC=C2